deoxy-2'-fluoro-5-methyluridine F[C@H]1[C@@H](O[C@@H]([C@H]1O)CO)N1C(=O)NC(=O)C(=C1)C